O=C(CCC(=O)O)COC1=C(C(=CC(=C1F)F)F)F 4-oxo-5-(2,3,5,6-tetrafluorophenoxy)pentanoic acid